O.O.O(C1=CC=CC=C1)C1=CC=C(C=C1)C1=NN2C(NCCC2C2CCNCC2)=C1C(=O)N 2-(4-phenoxyphenyl)-7-(piperidin-4-yl)-4,5,6,7-tetrahydropyrazolo[1,5-a]pyrimidine-3-carboxamide dihydrate